3-(3-cyclopropyl-1-methoxy-1-(pyridin-3-yl)propyl)aniline C1(CC1)CCC(C=1C=NC=CC1)(OC)C=1C=C(N)C=CC1